(7-(6-(4-aminothiophen-2-yl)pyrazin-2-yl)-2,3-dihydro-4H-benzo[b][1,4]oxazine-4-yl)(1-methylpiperidin-4-yl)methanone NC=1C=C(SC1)C1=CN=CC(=N1)C=1C=CC2=C(OCCN2C(=O)C2CCN(CC2)C)C1